tert-butyl (3R)-4-(3,5-dichloro-2-fluoro-4-iodo-benzoyl)-3-(2-hydroxyethyl)piperazine-1-carboxylate ClC=1C(=C(C(=O)N2[C@@H](CN(CC2)C(=O)OC(C)(C)C)CCO)C=C(C1I)Cl)F